OC1=C(C=C(C=C1)/C=C/C(=O)C1=C(C=C(C=C1OCC=C(C)C)OC=C(C)C)O)OC (E)-3-(4-Hydroxy-3-methoxyphenyl)-1-[2-hydroxy-6-(3-methylbut-2-enoxy)-4-(2-methylprop-1-enoxy)phenyl]prop-2-en-1-one